3-((6-(3-methyl-4-(oxetan-3-yl)piperazin-1-yl)-3-nitropyridin-2-yl)oxy)propan-1-amine CC1CN(CCN1C1COC1)C1=CC=C(C(=N1)OCCCN)[N+](=O)[O-]